4,6-dibromo-1H-indol-3-yl β-D-glucopyranosiduronic acid O([C@H]1[C@H](O)[C@@H](O)[C@H](O)[C@H](O1)C(=O)O)C1=CNC2=CC(=CC(=C12)Br)Br